C1(CC1)C1=NN=C(O1)C(=O)N1[C@@H](C2=C(CC1)NC=N2)C2=NN1C(C=CC=C1C(F)(F)F)=C2 (S)-(5-cyclopropyl-1,3,4-oxadiazol-2-yl)(4-(7-(trifluoromethyl)pyrazolo[1,5-a]pyridin-2-yl)-6,7-dihydro-1H-imidazo[4,5-c]pyridin-5(4H)-yl)methanone